C(=O)(O)[S] carboxyl-sulfur